6H-Dibenzo(b,d)pyran-1,9,10-triol C1(=CC=CC=2OCC3=C(C21)C(=C(C=C3)O)O)O